ClC1=C2C3=C(C=NC2=CC=C1OC)SC=1C=CC(=CC1C3=O)F chloro-10-fluoro-2-methoxy-12H-thiochromeno[2,3-c]quinolin-12-one